C(CCCCCCCCCCCCCCCCCCC)(=O)O.OCC(O)CO.OCC(O)CO diglycerin eicosanoate